S1C=CC2=C1C=CC(=C2)C2=NN1C(CN([C@@H](C1)C)C(C=C)=O)=C2C2=CC=NC=C2 1-[(6R)-2-(1-benzothiophen-5-yl)-6-methyl-3-(pyridin-4-yl)-6,7-dihydropyrazolo[1,5-a]pyrazin-5(4H)-yl]prop-2-en-1-one